N-methyl-N-(naphthalen-2-yl)-6-oxo-1-(prop-2-yn-1-yl)-1,6-dihydropyridine-2-carboxamide CN(C(=O)C=1N(C(C=CC1)=O)CC#C)C1=CC2=CC=CC=C2C=C1